2'-methoxymethyloxy-N2,N6-Diphenyl-[1,1'-biphenyl]-2,6-diamine COCOC1=C(C=CC=C1)C=1C(=CC=CC1NC1=CC=CC=C1)NC1=CC=CC=C1